C(C)(C)OC1=CC=C(C=C1)C1=CN=C(S1)NC(=O)C1(N2C=CC=C2C(CC1)=O)C N-[5-(4-Isopropoxyphenyl)thiazol-2-yl]-5-methyl-8-oxo-6,7-dihydroindolizine-5-carboxamide